C(CCC)OC(NC1=CC(=C(C(=C1)C)CC=1N=C2C(=NC1)N(C=C2C(C)C)S(=O)(=O)C2=CC=C(C=C2)C)C)=O butyl-N-[4-[[7-isopropyl-5-(p-tolylsulfonyl)-pyrrolo[2,3-b]-pyrazin-2-yl]methyl]-3,5-dimethyl-phenyl]carbamate